[Na+].[Na+].CC(C(CCCC)C(=O)[O-])C(=O)[O-] heptane-2,3-dicarboxylic acid disodium salt